C(Cl)(Cl)(Cl)Cl.O water carbon tetrachloride